(R)-3-(((2-(2-(4-fluorophenyl)-6,7-dihydro-oxazolo[4,5-c]pyridin-5(4H)-yl)-5-oxo-6,7-dihydro-thieno[3,2-d]pyrimidin-4-yl)amino)methyl)-6-methyl-4-(trifluoromethyl)pyridin-2(1H)-one FC1=CC=C(C=C1)C=1OC2=C(CN(CC2)C=2N=C(C3=C(N2)CC[S@]3=O)NCC=3C(NC(=CC3C(F)(F)F)C)=O)N1